FC(OC1=C(C(=CC(=C1)C=1N(N=C2C=C(C=C(C12)OCC=1C=NC(=CC1)C)C=1C=NN(C1)C)C)OC)C(=O)N1CC(C1)(C(F)(F)F)O)F [2-(difluoromethoxy)-6-methoxy-4-[2-methyl-6-(1-methylpyrazol-4-yl)-4-[(6-methylpyridin-3-yl)methoxy]indazol-3-yl]phenyl]-[3-hydroxy-3-(trifluoromethyl)azetidin-1-yl]methanone